FC=1C=C(C=C(C1)F)COC=1C(=NC=C(C1)F)C1=CC(=CN1)C(=O)O 5-{3-[(3,5-difluorophenyl)methoxy]-5-fluoropyridin-2-yl}-1H-pyrrole-3-carboxylic acid